N[C@H]1[C@@H](CN(CC1)C1=C(C=NC2=CC=C(C=C12)C1=C(C(=CC=C1)C#N)O)C1=CC(=CC(=C1)F)F)C(=O)N(C)C trans-4-amino-1-[6-(3-cyano-2-hydroxyphenyl)-3-(3,5-difluorophenyl)quinolin-4-yl]-N,N-dimethylpiperidine-3-carboxamide